FC1=C(C=CC=C1)N1CCN(CC1)CCCCCN1C(NC2=C1C=CC=C2)=O 1-(5-(4-(2-fluorophenyl)piperazin-1-yl)pentyl)-1H-benzo[d]imidazol-2(3H)-one